(S)-2-amino-propanoate N[C@H](C(=O)[O-])C